ethyl 2-(4-(dimethylamino)-1H-1,2,3-triazol-1-yl)acetate CN(C=1N=NN(C1)CC(=O)OCC)C